N[C@@](CC(C)C)(C(=O)O)[2H] [2-2H]leucine